ClC1=C(C=CC(=C1)Cl)OC 2,4-dichloro-1-methoxybenzene